NC=1C(=C(C=NC1OC)C=1C=C2C=C(N=CC2=C(C1F)NC(OC(C)(C)C)=O)NC1=NN2CC(N(CCC2=C1)CC(F)F)=O)C tert-butyl (6-(5-amino-6-methoxy-4-methylpyridin-3-yl)-3-((6-(2,2-difluoroethyl)-7-oxo-5,6,7,8-tetrahydro-4H-pyrazolo[1,5-d][1,4]diazepin-2-yl)amino)-7-fluoroisoquinolin-8-yl)carbamate